n-butyl ditelluride C(CCC)[Te][Te]CCCC